C(C)(=O)N1C[C@H](CC1)NC=1C2=C(N=C(N1)N1CC(C1)OC(=O)C1CCOCC1)CC[S+]2[O-] [1-[4-[[(3S)-1-acetyl-pyrrolidin-3-yl]amino]-5-oxido-6,7-dihydro-thieno[3,2-d]pyrimidin-5-ium-2-yl]azetidin-3-yl]tetrahydropyran-4-carboxylate